C(CC)C(CCC)(CCC)OCCO ethylene glycol mono(1,1-dipropylbutyl) ether